2-Ethylsulfanyl-N-[(3-fluorophenyl)-methyl]-4-methyl-6-pyrrolidin-1-yl-pyridine-3-carboxylic acid amide C(C)SC1=NC(=CC(=C1C(=O)NCC1=CC(=CC=C1)F)C)N1CCCC1